3-(5-{[(5-Chlorothiophen-2-yl)methyl]amino}-1-(4-methyloxan-4-carbonyl)-1H-pyrazol-3-yl)-3-methylpiperidin-2-on ClC1=CC=C(S1)CNC1=CC(=NN1C(=O)C1(CCOCC1)C)C1(C(NCCC1)=O)C